2-methyl-2-(2-methyl-4-((5-oxo-4-(4-(trifluoromethyl)phenyl)-4,5-dihydro-1H-1,2,4-triazol-1-yl)methyl)-6-(trifluoromethyl)phenoxy)propanoic acid CC(C(=O)O)(C)OC1=C(C=C(C=C1C(F)(F)F)CN1N=CN(C1=O)C1=CC=C(C=C1)C(F)(F)F)C